CN(C)[Sn]OC(C)(C)C dimethylamino-2-methyl-2-propoxy-tin (II)